ClC1=C(C#N)C(=C(C(=N1)C)OC(F)F)C 2-chloro-5-(difluoromethoxy)-4,6-dimethylnicotinonitrile